C1(=CC=CC=C1)C1=C(C=CC=C1)O ortho-Phenyl-phenol